BrC1=CC(=NC(=C1OCOC)Cl)C1=NC(=CC=C1)C 4-bromo-6-chloro-5-(methoxymethoxy)-6'-methyl-2,2'-bipyridine